ClC=1C(=NC=C(C1)F)C([2H])([2H])Cl 3-chloro-2-(chloromethyl-d2)-5-fluoropyridine